CC1=CC=CC(=N1)C1=NC=CC(=N1)NC1=NC(=NC=C1)NC1=CC=C(C=C1)CC1CCNCC1 N4-[2-(6-methyl-2-pyridyl)pyrimidin-4-yl]-N2-[4-(4-piperidylmethyl)phenyl]pyrimidine-2,4-diamine